BrC1=CC=C(N=N1)CN(C(OC(C)(C)C)=O)[C@H](C)C1=NC=CC=N1 tert-Butyl (R)-((6-bromopyridazin-3-yl)methyl)(1-(pyrimidin-2-yl)ethyl)carbamate